(7,9-difluoro-1-methyl-2-oxo-2,3,4,5-tetrahydro-1H-benzo[b]azepin-3-yl)-4-(3-fluorobenzyl)-1H-pyrazole-1-carboxamide FC1=CC2=C(N(C(C(CC2)C2=NN(C=C2CC2=CC(=CC=C2)F)C(=O)N)=O)C)C(=C1)F